C(C1=CC=CC=C1)N([C@@H]1CC[C@H](CC1)OCCOC1C[C@H](N([C@H](C1)C)C(=O)OC(C)(C)C)C)CC1=CC=CC=C1 (2R,4r,6S)-tert-Butyl 4-(2-(((trans)-4-(dibenzylamino)cyclohexyl)oxy)ethoxy)-2,6-dimethylpiperidine-1-carboxylate